N-(1-(2-fluorophenoxy)-2,4-dimethylpent-4-en-2-yl)-1-methyl-1H-pyrrolo[2,3-b]pyridine-5-carboxamide FC1=C(OCC(CC(=C)C)(C)NC(=O)C=2C=C3C(=NC2)N(C=C3)C)C=CC=C1